tris(dimethylamino)phosphine bromide [Br-].CN(C)P(N(C)C)N(C)C